4-iodo-4'-hydroxybiphenyl IC1=CC=C(C=C1)C1=CC=C(C=C1)O